5-((7-Azaspiro[3.5]-nonan-2-yl)oxy)-2-((3,4-dihydroisoquinolin-2(1H)-yl)methyl)-4H-pyran-4-one bis-trifluoroacetate FC(C(=O)O)(F)F.FC(C(=O)O)(F)F.C1C(CC12CCNCC2)OC=2C(C=C(OC2)CN2CC1=CC=CC=C1CC2)=O